(4-(cyclopropylmethyl)-1H-1,2,3-triazol-1-yl)methan C1(CC1)CC=1N=NN(C1)C